Allyloxyhydroxypropyl-sodium C(C=C)OC(CC[Na])O